2,6-dimethylpiperazin-1-ol CC1N(C(CNC1)C)O